5'-(4'-carboxy-[1,1'-biphenyl]-4-yl)-[2,2'-bipyridine]-5-carboxylic acid C(=O)(O)C1=CC=C(C=C1)C1=CC=C(C=C1)C=1C=CC(=NC1)C1=NC=C(C=C1)C(=O)O